C1(CC1)C1=C(C=NC(=C1)C(NC=1C(=C(C=CC1)C1=C(C(=CC=C1)NC(C1=NC=C(C(=C1)C1CC1)CNC(C)C)=O)C)C)=O)CN1[C@@H](CCCC1)C(=O)O (S)-1-((4-cyclopropyl-6-((3'-(4-cyclopropyl-5-((isopropylamino)methyl)picolinamido)-2,2'-dimethyl-[1,1'-biphenyl]-3-yl)carbamoyl)pyridin-3-yl)methyl)piperidine-2-carboxylic acid